1-{1-[4-chloro-4'-(4-isobutylpiperazin-1-yl)[biphenyl]-2-yl]piperidin-3-yl}-5-(difluoromethyl)-1H-pyrazole-4-carboxylic acid hydrochloride salt Cl.ClC1=CC(=C(C=C1)C1=CC=C(C=C1)N1CCN(CC1)CC(C)C)N1CC(CCC1)N1N=CC(=C1C(F)F)C(=O)O